diethylene glycol isohexyl ether C(CCC(C)C)OCCOCCO